C1(=CC=CC=C1)C=1OC=2C(=CC=3NC=4C=CC=CC4OC3C2)N1 2-phenyl-5H-oxazolo[4,5-b]phenoxazine